(3S)-3-(9H-fluoren-9-ylmethoxycarbonylamino)-4-(4-methylpiperidin-1-yl)-4-oxobutanoic acid C1=CC=CC=2C3=CC=CC=C3C(C12)COC(=O)N[C@@H](CC(=O)O)C(=O)N1CCC(CC1)C